N1=CC=C(C=C1)C=1C=C(N(N1)COCC[Si](C)(C)C)C(=O)OC methyl 5-(pyridin-4-yl)-2-{[2-(trimethylsilyl)ethoxy]methyl}pyrazole-3-carboxylate